ClC1=C(C(=CC=C1)F)NC(C1=C(C=C(C(=C1)F)NC(=O)N(CCO)CC)OC(C(F)(F)F)C)=O N-(2-chloro-6-fluorophenyl)-4-(3-ethyl-3-(2-hydroxyethyl)ureido)-5-fluoro-2-((1,1,1-trifluoropropan-2-yl)oxy)benzamide